(1S,12'S)-6-chloro-9'-methyl-10'-oxo-3,4-dihydro-2H-spiro[naphthalene-1,19'-[17]oxa[1,9]diazatricyclo[11.7.2.0~16,21~]docosa[13,15,21]triene]-12'-carboxylic Acid ClC=1C=C2CCC[C@]3(COC4=CC=C5[C@H](CC(N(CCCCCCCN(C3)C4=C5)C)=O)C(=O)O)C2=CC1